tert-butyl (1-((4-((1-benzhydrylazetidin-3-yl)oxy)phenyl)sulfonyl) piperidin-4-yl)carbamate C(C1=CC=CC=C1)(C1=CC=CC=C1)N1CC(C1)OC1=CC=C(C=C1)S(=O)(=O)N1CCC(CC1)NC(OC(C)(C)C)=O